4-(2-cyanoprop-2-yl)-N-(2-fluoro-5-(7-(methylamino)-1,6-naphthyridin-3-yl)phenyl)picolinamide C(#N)C(C)(C)C1=CC(=NC=C1)C(=O)NC1=C(C=CC(=C1)C=1C=NC2=CC(=NC=C2C1)NC)F